FC=1C=C(COC=2C=C3N(C(N2)=O)CC2(N3CCCC2)CC)C=C(C1OC=1C=NC(=CC1)C(F)(F)F)F 3-((3,5-difluoro-4-((6-(trifluoromethyl)pyridin-3-yl)oxy)benzyl)oxy)-9a-ethyl-6,7,8,9,9a,10-hexahydro-1H-pyrido[1',2':3,4]imidazo[1,2-c]pyrimidin-1-one